tert-butyl (2R,5R)-2-[(4-tert-butylphenyl)-[2-(2-morpholinoethylamino)-2-oxo-1-(3-pyridyl)ethyl]carbamoyl]-5-hydroxy-pyrrolidine-1-carboxylate C(C)(C)(C)C1=CC=C(C=C1)N(C(=O)[C@@H]1N([C@@H](CC1)O)C(=O)OC(C)(C)C)C(C(=O)NCCN1CCOCC1)C=1C=NC=CC1